6-bromo-3-prop-1-ynyl-pyrazin-2-amine BrC1=CN=C(C(=N1)N)C#CC